tert-Butyl (2-(3-(2-(N-(3-chloro-4-(trifluoromethoxy)benzyl)-2,2,2-trifluoroacetamido)ethyl)pyrrolidin-1-yl)ethyl)carbamate ClC=1C=C(CN(C(C(F)(F)F)=O)CCC2CN(CC2)CCNC(OC(C)(C)C)=O)C=CC1OC(F)(F)F